[5-bromo-1-(oxan-2-yl)pyrazolo[3,4-b]pyridin-3-yl]-[3-(ethylsulfamoylamino)-2,6-difluorophenyl]methanone BrC=1C=C2C(=NC1)N(N=C2C(=O)C2=C(C(=CC=C2F)NS(NCC)(=O)=O)F)C2OCCCC2